3-[(6-aminopyridin-3-yl)methyl]-1-[4-(piperidine-1-sulfonyl)phenyl]urea NC1=CC=C(C=N1)CNC(NC1=CC=C(C=C1)S(=O)(=O)N1CCCCC1)=O